N-(2-(2-Methyl-1H-indol-3-yl)ethyl)-2-(pyridin-4-ylamino)pyrimidine-5-carboxamide CC=1NC2=CC=CC=C2C1CCNC(=O)C=1C=NC(=NC1)NC1=CC=NC=C1